C1(=CC=CC=C1)C1=CN=CO1 5-phenyloxazole